FC1=C(N)C=C(C(=C1F)I)C1=NC=C(C=N1)F 2,3-difluoro-5-(5-fluoropyrimidin-2-yl)-4-iodo-aniline